ClCC(=O)NC(C)(C)C1=NC(=CN=C1)NS(=O)(=O)C1CC1 2-Chloro-N-(2-(6-(cyclopropanesulfonamido)pyrazin-2-yl)propan-2-yl)acetamide